N-[(1R,3s,5S)-8-Azabicyclo[3.2.1]octan-3-yl]-N-methyl-5-[4-(1H-pyrazol-4-yl)-1H-imidazol-1-yl][1,3]thiazolo[5,4-d][1,3]thiazol-2-amin [C@H]12CC(C[C@H](CC1)N2)N(C=2SC=1N=C(SC1N2)N2C=NC(=C2)C=2C=NNC2)C